(S)-2-(methoxymethyl)pyrrolidin COC[C@H]1NCCC1